CON(C([C@@H](CC(C)C)NS(=O)(=O)C1=CC=C(C=C1)C)=O)C (2R)-N-methoxy-N,4-dimethyl-2-(p-tolylsulfonylamino)pentanamide